BrC=1C(=NC(=NC1)C)NC=1C(=CSC1C)C(=O)OC Methyl 4-[(5-bromo-2-methyl-pyrimidin-4-yl)amino]-5-methyl-thiophene-3-carboxylate